2-(4,4-difluoropiperidin-1-yl)-7-(3-(dimethylamino)propoxy)-6-methoxy-N-(5-(methoxymethyl)-1H-pyrazol-3-yl)quinazolin-4-amine FC1(CCN(CC1)C1=NC2=CC(=C(C=C2C(=N1)NC1=NNC(=C1)COC)OC)OCCCN(C)C)F